ClC=1C(=NC(=NC1)NC1=CC(=C(C=C1OC)N1CCN(CC1)C([C@H](C)NC(OC(C)(C)C)=O)=O)[N+](=O)[O-])C=1C=NN2C1C=CC=C2 (S)-tert-butyl N-[1-(4-{4-[(5-chloro-4-pyrazolo[1,5-a]pyridin-3-ylpyrimidin-2-yl)amino]-5-methoxy-2-nitrophenyl}piperazin-1-yl)-1-oxopropan-2-yl]carbamate